The molecule is a sterol 3beta-D-glucoside in which the parent sterol is 16,17-didehydropregnenolone. It is a sterol 3-beta-D-glucoside, a monosaccharide derivative and a 20-oxo steroid. It derives from a 16,17-didehydropregnenolone. CC(=O)C1=CC[C@@H]2[C@@]1(CC[C@H]3[C@H]2CC=C4[C@@]3(CC[C@@H](C4)O[C@H]5[C@@H]([C@H]([C@@H]([C@H](O5)CO)O)O)O)C)C